C(C)(C)(C)NC(=O)C1=CC=C(C=C1)NC=1C(=NN(C1)C1=C(C=CC=C1Cl)Cl)C(=O)N 4-((4-(tert-butylcarbamoyl)phenyl)amino)-1-(2,6-dichlorophenyl)-1H-pyrazole-3-carboxamide